N1(CCC[C@H]2CCCC[C@H]12)C([C@@H](CN)N(CC1=C(C=C(C=C1)OC)OC)C1CC1)=O |&1:4,9| (2R)-1-[(4aRS,8aSR)-decahydroquinolin-1-yl]-3-amino-2-{cyclopropyl[(2,4-dimethoxyphenyl)methyl]amino}propan-1-one